N-((1s,3s)-3-((5-(imidazo[1,2-a]pyridin-6-yl)-4-methoxy-7H-pyrrolo[2,3-d]pyrimidin-2-yl)amino)-1-methylcyclobutyl)propionamide N=1C=CN2C1C=CC(=C2)C2=CNC=1N=C(N=C(C12)OC)NC1CC(C1)(C)NC(CC)=O